BrC=1C=C(C=CC1)S(=O)(=O)C(C#N)=CC1=CC(=C(C(=C1)C(C)(C)C)O)C(C)(C)C 2-(3-Bromo-Benzenesulfonyl)-3-(3,5-Di-Tert-Butyl-4-Hydroxy-Phenyl)-Acrylonitrile